(S,E)-4-((tetrahydrofuran-3-yl)amino)but-2-enoic acid O1C[C@H](CC1)NC/C=C/C(=O)O